[(7S,9aS)-7-hydroxy-7-[5-(trifluoromethyl)pyridin-2-yl]-3,4,6,8,9,9a-hexahydro-1H-pyrido[1,2-a]pyrazin-2-yl]-(2-chloro-3-fluorophenyl)methanone O[C@]1(CC[C@@H]2N(CCN(C2)C(=O)C2=C(C(=CC=C2)F)Cl)C1)C1=NC=C(C=C1)C(F)(F)F